3,5-dihydroxyphenol OC=1C=C(C=C(C1)O)O